C(C)OC(C1=CC(=C(C(=C1)C(C)(C)C)O)C(C)(C)C)=O ethyl-3,5-di-tert-butyl-4-hydroxybenzoate